5,7-dimethyl-N2-(3-morpholinopropyl)pyrido[2,3-d]pyrimidine-2,4-diamine CC1=CC(=NC=2N=C(N=C(C21)N)NCCCN2CCOCC2)C